C(C1=CC=CC=C1)C=1C=C(C(=C(C1)CC(=O)OC)O)CCCCC methyl 2-(5-benzyl-2-hydroxy-3-pentylphenyl)acetate